dimethyldi-ethoxysilane C[Si](OCC)(OCC)C